N-(N-((R)-aziridine-2-carbonyl)-N-methylglycinyl)-N-methyl-L-valine methyl ester COC([C@@H](N(C)C(CN(C)C(=O)[C@@H]1NC1)=O)C(C)C)=O